ClC1=C(C=CC=C1)C(CS[NH-])O 2-(2-chlorophenyl)-2-hydroxyethylthioamide